C1(CC1)C([C@@H](C(=O)NC1=NC(=C(C=C1)C=1C(=[N+](C=C(C1)C)[O-])C)F)NC(=O)C=1C(=NOC1)C)C1CC1 N-[(1S)-1-(dicyclopropylmethyl)-2-[[5-(2,5-dimethyl-1-oxido-pyridin-1-ium-3-yl)-6-fluoro-2-pyridyl]amino]-2-oxo-ethyl]-3-methyl-isoxazole-4-carboxamide